C1(=CC=CC=C1)N(C(=O)N1CC(NCC1)C(=O)N)C1=CC=CC=C1 N1,N1-diphenylpiperazine-1,3-dicarboxamide